6-(2,6-dimethylmorpholino)-N1,N1-dimethylbenzene-1,3-diamine CC1OC(CN(C1)C1=CC=C(C=C1N(C)C)N)C